butyl (2S,4S)-4-amino-2-(cyanomethyl)piperidine-1-carboxylate N[C@@H]1C[C@H](N(CC1)C(=O)OCCCC)CC#N